C(#N)C1=CC=CC(=N1)CC1=CC(=NC=C1)C(=O)N[C@@H]1C(N(C2=C(OC1)C=CC(=C2)C#CC2(COC2)O)C)=O (S)-4-((6-cyanopyridin-2-yl)methyl)-N-(7-((3-hydroxyoxetan-3-yl)ethynyl)-5-methyl-4-oxo-2,3,4,5-tetrahydrobenzo[b][1,4]oxazepin-3-yl)pyridineamide